C(C1=CC=C(C(=O)O)C=C1)(=O)O terephthaloic acid